(S)-(4-(5-fluorobenzo[d]oxazol-2-yl)-6,7-dihydro-1H-imidazo[4,5-c]pyridin-5(4H)-yl)(5-(5-methoxypyridin-2-yl)-1,3,4-oxadiazol-2-yl)methanone FC=1C=CC2=C(N=C(O2)[C@H]2N(CCC3=C2N=CN3)C(=O)C=3OC(=NN3)C3=NC=C(C=C3)OC)C1